N=1SN=C2C1C=CC=C2SC2=CC=C(C=C2)C=CN(C2=CC=CC=C2)C2=CC=CC=C2 N-(2-(4-(benzo[c][1,2,5]thiadiazol-4-yl)thiophenyl)-vinyl)-N,N-diphenylamine